Cl.N(C)CC(=O)OCC1=CC=CC=C1 benzyl sarcosinate hydrochloride